C1(=CC=C(C=C1)CN1N=CC2=CC(=CC(=C12)C(=O)NC1CC2(CC(C2)CC(=O)O)C1)Cl)C1=CC=CC=C1 (racemic)-2-(6-(1-([1,1'-biphenyl]-4-ylmethyl)-5-chloro-1H-indazole-7-carboxamido)spiro[3.3]heptan-2-yl)acetic acid